C1(CC1)CN1N=CC(=C1)C=1OC=C(N1)C(=O)NC=1C(=NN(C1)C)C1=NC=CC=C1 2-(1-(cyclopropylmethyl)-1H-pyrazol-4-yl)-N-(1-methyl-3-(pyridin-2-yl)-1H-pyrazol-4-yl)oxazole-4-carboxamide